2,4-dichloro-3-(morpholinomethyl)benzoic acid ClC1=C(C(=O)O)C=CC(=C1CN1CCOCC1)Cl